O1CCN(CC1)C1=CC(=NC=2N1N=C(C2)CNC(OC)=O)N2N=C(C=C2)C2=CC=CC=C2 methyl ((7-morpholino-5-(3-phenyl-1H-pyrazol-1-yl)pyrazolo[1,5-a]pyrimidin-2-yl)methyl)carbamate